(E)-N-(3,5-Dimethoxyphenyl)-3-(2-ethynylthiazol-4-yl)-N-(4-fluorobenzyl)acrylamide COC=1C=C(C=C(C1)OC)N(C(\C=C\C=1N=C(SC1)C#C)=O)CC1=CC=C(C=C1)F